4-carboxy-7-hydroxy-1,5-naphthyridine C(=O)(O)C1=CC=NC2=CC(=CN=C12)O